3-((1-methyl-1H-indazol-4-yl)sulfonyl)propanoate CN1N=CC2=C(C=CC=C12)S(=O)(=O)CCC(=O)[O-]